O[C@H]1[C@H](OC[C@@H]([C@H]1O)NC1=NC(=CN=C1)C(F)(F)F)CNC(C)=O N-(((2R,3R,4R,5S)-3,4-dihydroxy-5-((6-(trifluoromethyl)pyrazin-2-yl)amino)tetrahydro-2H-pyran-2-yl)methyl)acetamide